1-(5-amino-2-(furan-2-yl)-7H-pyrazolo[4,3-e][1,2,4]triazolo[1,5-c]pyrimidin-7-yl)-N-((3-hydroxyoxetan-3-yl)methyl)-1,2,3,4-tetrahydronaphthalene-1-carboxamide NC1=NC2=C(C=3N1N=C(N3)C=3OC=CC3)C=NN2C2(CCCC3=CC=CC=C23)C(=O)NCC2(COC2)O